2-fluoro-N-[3-fluoro-4-(1,2,3,6-tetrahydro-pyridin-4-yl)-phenyl]-4-(1,2,3,6-tetrahydro-pyridin-4-yl)-benzamide FC1=C(C(=O)NC2=CC(=C(C=C2)C=2CCNCC2)F)C=CC(=C1)C=1CCNCC1